4-((3-(3-(1,3-Dioxoisoindolin-2-yl)prop-1-yn-1-yl)-4-(methoxycarbonyl)phenyl)amino)piperidine-1-carboxylic acid tert-butyl ester C(C)(C)(C)OC(=O)N1CCC(CC1)NC1=CC(=C(C=C1)C(=O)OC)C#CCN1C(C2=CC=CC=C2C1=O)=O